(+)-cis-1,8-epoxy-2-methyloctadecane CC1COC(CCCCC1)CCCCCCCCCC